ON=C(C1=CC=CC=C1)C#N N-hydroxyiminobenzyl cyanide